5-isopropyl-bicyclo[3.1.0]hexane-2-one C(C)(C)C12CCC(C2C1)=O